N-{6-tert-Butyl-3-[(4-methyl-1-piperazinyl)carbonyl]-4,5,6,7-tetrahydro-1-benzothien-2-yl}-2-fluorobenzamid C(C)(C)(C)C1CC2=C(C(=C(S2)NC(C2=C(C=CC=C2)F)=O)C(=O)N2CCN(CC2)C)CC1